5-isopropyl-2-(3-methoxy-1-methyl-1H-pyrrol-4-yl)-1H-pyrrole-3-carboxylic acid C(C)(C)C1=CC(=C(N1)C=1C(=CN(C1)C)OC)C(=O)O